di(pentane-3-yl)dimethoxysilane CCC(CC)[Si](OC)(OC)C(CC)CC